(((1S,4S)-4-aminocyclohexyl)methyl)carbamic acid tert-butyl ester C(C)(C)(C)OC(NCC1CCC(CC1)N)=O